C(C)C(CC(COCCOCCO)(OCCCC)O)CCCC 2-ethylhexyl-butoxytriethylene glycol